S(=O)(=O)(C1=CC=C(C)C=C1)N1P(OC2=C(C3=C1C=CC=C3)C=CC=C2)=O 7-tosyl-7H-dibenzo[d,f][1,3,2]oxazaphosphepine 6-oxide